1-(3-trifluoromethylphenyl)ethylamine FC(C=1C=C(C=CC1)C(C)N)(F)F